C1(CC1)NC(=O)C1=CC2=C(N=C(N=C2N2CCOCC2)N/N=C/C=2C=C(C=CC2)C)S1 N-cyclopropyl-4-morpholino-2-[(2E)-2-(m-tolylmethylene)hydrazino]thieno[2,3-d]pyrimidine-6-carboxamide